(S)-amino-3-methylpentanoic acid N[C@H](C(=O)O)C(CC)C